sodium α,α,α-trifluoroacetophenone FC(C(=O)C1=CC=CC=C1)(F)F.[Na]